ethyl [32-methyl-20-oxo-14-oxa-8,9,10,21-tetrazahexacyclo[19.5.3.216,19.13,7.06,10.024,28]dotriaconta-1(26),3(32),4,6,8,16,18,24,27,30-decaen-2-yl]acetate CC=1C2=C3C=CC1C(C1=CC=C4CCN(C(C5=CC=C(COCCCN3N=N2)C=C5)=O)CC4=C1)CC(=O)OCC